CNC(=O)NC1CCC(CC1)=O 1-methyl-3-(4-oxocyclohexyl)urea